N-(3-Methyl-1,1-dioxidothietan-3-yl)-5-((5-(2,2,2-trifluoro-1-hydroxyethyl)-3-(2,2,2-trifluoroethoxy)pyridin-2-yl)oxy)pyrazolo[1,5-a]pyridine-2-carboxamide CC1(CS(C1)(=O)=O)NC(=O)C1=NN2C(C=C(C=C2)OC2=NC=C(C=C2OCC(F)(F)F)C(C(F)(F)F)O)=C1